7-chloro-3-iodo-1-(4-methoxybenzyl)-1H-pyrazolo[3,4-c]pyridine ClC=1N=CC=C2C1N(N=C2I)CC2=CC=C(C=C2)OC